(R)-(+)-norbornylamine C12(CCC(CC1)C2)N